NC1=C(C#N)C(=CC(=C1)OCCOC)F 2-amino-6-fluoro-4-(2-methoxyethoxy)benzonitrile